ClC1=C(C(=O)NC=2C=NC(=C(C2)C=2C=NC3=CC(=NC=C3C2)NC)C)C=CN=C1C(C)(C)C#N 3-chloro-2-(2-cyanopropan-2-yl)-N-(6-methyl-5-(7-(methylamino)-1,6-naphthyridin-3-yl)pyridin-3-yl)isonicotinamide